(R)-4-((1-(3-(1,1-difluoro-2-hydroxy-2-methylpropyl)-2-fluorophenyl)ethyl)amino)-2,6,6,7-tetramethyl-6,7-dihydro-8H-pyrrolo[3,4-g]quinazolin-8-one FC(C(C)(C)O)(F)C=1C(=C(C=CC1)[C@@H](C)NC1=NC(=NC2=CC3=C(C=C12)C(N(C3=O)C)(C)C)C)F